C1(=CC=CC=C1)C(C(=O)N)C1=NC=CC(=C1)C(F)(F)F 2-phenyl-2-(4-(trifluoromethyl)-2-pyridyl)acetamide